ClC=1C=C(C=CC1F)C(C=1NC(=CN1)S(=O)(=O)N1CC(C1)CN)C1=CC(=C(C=C1)F)Cl (1-((2-(bis(3-chloro-4-fluorophenyl)methyl)-1H-imidazol-5-yl)sulfonyl)azetidin-3-yl)methanamine